P(=O)(O)(O)CNCC(=O)O (phosphomethyl)glycine